(S)-N-((5-(4-(5,5-difluoro-2-oxotetrahydropyrimidin-1(2H)-yl)tetrahydro-2H-pyran-4-yl)benzo[d]oxazol-2-yl)(4,4-difluorocyclohexyl)methyl)-1-methyl-1H-pyrazole-5-carboxamide FC1(CNC(N(C1)C1(CCOCC1)C=1C=CC2=C(N=C(O2)[C@@H](NC(=O)C2=CC=NN2C)C2CCC(CC2)(F)F)C1)=O)F